(8R)- and (8S)-N-(2,4-difluorobenzyl)-13-hydroxy-1,12-dioxo-1,3,4,5,6,7,8,12-octahydro-2,8-methanopyrido[1,2-a][1,4]diazecine-11-carboxamide FC1=C(CNC(=O)C=2C(C(=C3N([C@@H]4CCCCCN(C3=O)C4)C2)O)=O)C=CC(=C1)F |r|